COC=1C=C2CCNCC2=CC1OC 1,2,3,4-tetrahydro-6,7-dimethoxyisoquinoline